NC1=C(C=C(C=C1)N1C2C(CC1)CN(C2)C(=O)OC(C)(C)C)C(=O)OC tert-butyl 1-(4-amino-3-(methoxycarbonyl)phenyl)hexahydropyrrolo[3,4-b]pyrrole-5(1H)-carboxylate